C1(=CC=CC=C1)C(C(=O)[O-])(C)C1=CC=CC=C1 bis-phenylpropionate